COC=1C=C(\C=C/2\C(N(C(C2)=O)C(CCCCCC[NH-])O)=O)C=C(C1OC)OC (E)-7-(3-(3,4,5-trimethoxybenzylidene)-2,5-dioxopyrrolidinyl)-N-hydroxyheptylamide